CC1C(=CC(C2COCC21)C=C(C)C)C 4,5-dimethyl-7-(2-methyl-1-propen-1-yl)-3a,4,7,7a-tetrahydro-2-benzofuran